O1OCCCC=C1 dihydro-dioxepine